FC(C1=CC=C(C=C1)C/C=C/Br)F (E)-3-(4-difluoromethyl-phenyl)-propenyl bromide